OC=1C(CCC1)=O hydroxycyclopent-2-enone